ethyl (3-endo)-3-[4-(2-ethoxy-2-oxoethyl)-4-(nitromethyl) piperidin-1-yl]-8-azabicyclo[3.2.1]octane-8-carboxylate C(C)OC(CC1(CCN(CC1)C1CC2CCC(C1)N2C(=O)OCC)C[N+](=O)[O-])=O